Tricosan-12-yl ((S)-(((2R,3S,5R)-5-(6-amino-2-fluoro-9H-purin-9-yl)-2-ethynyl-3-((hexylcarbamoyl)oxy)tetrahydrofuran-2-yl)methoxy)(phenoxy)phosphoryl)-L-phenylalaninate NC1=C2N=CN(C2=NC(=N1)F)[C@H]1C[C@@H]([C@@](O1)(C#C)CO[P@](=O)(OC1=CC=CC=C1)N[C@@H](CC1=CC=CC=C1)C(=O)OC(CCCCCCCCCCC)CCCCCCCCCCC)OC(NCCCCCC)=O